1-(4-(4-fluoro-3-isopropyl-2-(8-methyl-[1,2,4]triazolo[1,5-a]pyridin-6-yl)-1H-pyrrolo[2,3-c]pyridin-5-yl)piperidin-1-yl)-2-(methylamino)ethan-1-one FC1=C2C(=CN=C1C1CCN(CC1)C(CNC)=O)NC(=C2C(C)C)C=2C=C(C=1N(C2)N=CN1)C